C(CC)[Sn](N(C)C)(CCC)CCC Tripropyl-(dimethylamino)tin